FC(C(=O)O)(F)F.FC(C(=O)O)(F)F.FC(C(=O)O)(F)F.N[C@@H](C)C=1C(=NC=CN1)C1=CC=C(C=N1)N=S(=O)(C)C (S)-((6-(3-(1-aminoethyl)pyrazin-2-yl)pyridin-3-yl)imino)dimethyl-λ6-sulfanone tris(2,2,2-trifluoroacetate)